(S)-6-(1-amino-1,3-dihydrospiro[indene-2,4'-piperidine]-1'-yl)-3-(1-(pyridin-3-yl)cyclopropyl)-1,5-dihydro-4H-pyrazolo[3,4-d]pyrimidin-4-one N[C@@H]1C2=CC=CC=C2CC12CCN(CC2)C=2NC(C1=C(N2)NN=C1C1(CC1)C=1C=NC=CC1)=O